BrC1=C2C[C@@H](NCC2=CC=C1)CO[Si](C)(C)C(C)(C)C [(3R)-5-bromo-1,2,3,4-tetrahydroisoquinolin-3-yl]methoxy-tert-butyl-dimethyl-silane